NC([C@H](CCC(=O)OC(C)(C)C)N1C(C2=CC=C(C=C2C1)O)=O)=O tert-butyl (S)-5-amino-4-(5-hydroxy-1-oxoisoindolin-2-yl)-5-oxopentanoate